[AsH]1C=CC=C1 ARSOL